pentavinyl-pentamethyl-cyclopentasiloxane C(=C)[Si]1(O[Si](O[Si](O[Si](O[Si](O1)(C)C=C)(C)C=C)(C)C=C)(C)C=C)C